NC1CCC(CC1)N1CCC(CC1)C1=C(C=C(C=C1)NN1C(CCCC1=O)=O)F ((4-(1-((1r,4r)-4-aminocyclohexyl)piperidin-4-yl)-3-fluorophenyl)amino)piperidine-2,6-dione